CC1([C@H](C1)C(=O)N1CC2(C1)CN(CC2COCC2=C(C(=CC=C2)C2=CC=C(C=C2)C(F)(F)F)C(=O)OC)C(=O)C2=CN=CS2)C methyl 3-(((2-((s)-2,2-dimethylcyclopropane-1-carbonyl)-6-(thiazole-5-carbonyl)-2,6-diazaspiro[3.4]octan-8-yl)methoxy)methyl)-4'-(trifluoromethyl)-[1,1'-biphenyl]-2-carboxylate